8-[[5-(difluoromethoxy)-6-[(5-methoxy-2-pyridyl)methoxy]-3-pyridyl]methyl]-3-methoxy-1,5-naphthyridine FC(OC=1C=C(C=NC1OCC1=NC=C(C=C1)OC)CC=1C=CN=C2C=C(C=NC12)OC)F